N-[2-fluoro-5-[2-(2-hydroxyethoxy)-6-(morpholin-4-yl)pyridin-4-yl]-4-methylphenyl]-1-(trifluoromethyl)-2-oxa-5-azabicyclo[2.2.1]heptane-5-carboxamide FC1=C(C=C(C(=C1)C)C1=CC(=NC(=C1)N1CCOCC1)OCCO)NC(=O)N1C2COC(C1)(C2)C(F)(F)F